COCCN1N=CC(=C1C)C1=NC(=CC=C1C(C)=O)N1C=NC2=C1C=CC(=C2)NC=2N=NC(=CC2)C 1-[2-[1-(2-methoxyethyl)-5-methyl-pyrazol-4-yl]-6-[5-[(6-methylpyridazin-3-yl)amino]benzimidazol-1-yl]-3-pyridinyl]ethanone